6-chloro-1-(2,2-difluoropropyl)-1H-pyrazolo[3,4-d]pyrimidine ClC1=NC=C2C(=N1)N(N=C2)CC(C)(F)F